C(C)(C)(C)C1(CCCCC1)OC(=O)OOC(=O)OC1(CCCCC1)C(C)(C)C di-(tert-butylcyclohexyl)peroxydicarbonate